trans-4-[(3-{trifluoromethyl}benzyl)oxy]cyclohexane-1-carboxylic acid ethyl ester C(C)OC(=O)[C@@H]1CC[C@H](CC1)OCC1=CC(=CC=C1)C(F)(F)F